C1C(CC2=CC=CC=C12)C(=O)NN 2,3-dihydro-1H-indene-2-carbohydrazide